4-CHLORO-2-(TERT-BUTYLAMINO)-5-THIAZOLECARBOXALDEHYDE ClC=1N=C(SC1C=O)NC(C)(C)C